N-(benzylsulfonyl)-5-cyclopropyl-4'-(2,6-dimethoxyphenyl)-2-(4-methoxybenzyl)-2H,4'H-[3,3'-bi(1,2,4-triazole)]-5'-carboxamide C(C1=CC=CC=C1)S(=O)(=O)NC(=O)C=1N(C(=NN1)C=1N(N=C(N1)C1CC1)CC1=CC=C(C=C1)OC)C1=C(C=CC=C1OC)OC